N-(1-(N-benzyl-2-hydroxy-3-phenylpropanamido)naphthalene-2-yl)-2,3,4,5,6-pentafluorobenzamide C(C1=CC=CC=C1)N(C(C(CC1=CC=CC=C1)O)=O)C1=C(C=CC2=CC=CC=C12)NC(C1=C(C(=C(C(=C1F)F)F)F)F)=O